N1(CCC1)C1=CC2=C(C=C(O2)C(=O)NS(=O)(=O)C2=C(C=CC=C2)CCC(F)(F)F)C(=C1)F 6-(Azetidin-1-yl)-4-fluoro-N-[2-(3,3,3-trifluoropropyl)benzene-1-sulfonyl]-1-benzofuran-2-carboxamide